tert-Butyl 4-(((2-Chloro-5-nitropyridin-4-yl)amino)methyl)piperidine-1-carboxylate ClC1=NC=C(C(=C1)NCC1CCN(CC1)C(=O)OC(C)(C)C)[N+](=O)[O-]